(2S)-2-[(tert-butoxycarbonyl)amino]-3-[3-[3-(3-hydroxy-2,2-dimethylpropyl)-2-iodo-1H-indol-5-yl]phenyl]propanoic acid C(C)(C)(C)OC(=O)N[C@H](C(=O)O)CC1=CC(=CC=C1)C=1C=C2C(=C(NC2=CC1)I)CC(CO)(C)C